NC(C[C@@H]1C[C@H](N(C1=O)C1=NC(=CC(=C1)C(F)(F)F)C)C(=O)N(C)C1=CC(=C(C=C1)F)Cl)=O (2S,4S)-4-(2-amino-2-oxoethyl)-N-(3-chloro-4-fluorophenyl)-N-methyl-1-(6-methyl-4-(trifluoromethyl)pyridin-2-yl)-5-oxopyrrolidine-2-carboxamide